C1(C=CC=C1)[Ti](C1=C(C(=CC=C1F)N1C=CC=C1)F)(C1=C(C(=CC=C1F)N1C=CC=C1)F)C1C=CC=C1 bis(2,4-cyclopentadienyl)bis[2,6-difluoro-3-(1-pyrrolyl)phenyl]titanium